5-vinylnaphthalene-1-amine C(=C)C1=C2C=CC=C(C2=CC=C1)N